CN1N=C(C=C(C1=O)C(C(=O)O)C)C (2,6-dimethyl-3-oxo-2,3-dihydropyridazin-4-yl)propionic acid